CC(CC1=CC=CC=C1)(C)N α,α-dimethylphenethylamine